N-[(2E)-3-(3,4-dihydroxy-5-nitrophenyl)-1-oxoprop-2-enyl]-L-alanine methyl ester COC([C@@H](NC(\C=C\C1=CC(=C(C(=C1)[N+](=O)[O-])O)O)=O)C)=O